3-(2-BROMO-4-CHLORO-5-METHOXYPHENYL)-1-(OXAN-2-YL)-1,2,4-TRIAZOLE BrC1=C(C=C(C(=C1)Cl)OC)C1=NN(C=N1)C1OCCCC1